FC1([C@](C(N(C1)C)=O)(C1=CC(=NO1)C1=NC(=CN=C1)C1=NC(=NC=C1)NC1=NN(C=C1)C)O)F (R)-4,4-difluoro-3-hydroxy-1-methyl-3-(3-(6-(2-((1-methyl-1H-pyrazol-3-yl)amino)pyrimidin-4-yl)pyrazin-2-yl)isoxazol-5-yl)pyrrolidin-2-one